3-fluoro-5-(2-(3-iodopyridin-2-yl)hydrazine-1-carbothioamido)piperidine-1-carboxylate FC1CN(CC(C1)NC(=S)NNC1=NC=CC=C1I)C(=O)[O-]